CC=1SC(=C(N1)C)N1C(=C(C=C1C)C=C(C#N)C1=NC2=C(C=NC(=C2)OC)N1)C 3-(1-(2,4-dimethylthiazol-5-yl)-2,5-dimethyl-1H-pyrrol-3-yl)-2-(6-methoxy-3H-imidazo[4,5-c]pyridin-2-yl)acrylonitrile